(3-(5-(4-Chlorophenyl)thiophen-2-yl)oxetan-3-yl)(4-methylpiperazin-1-yl)methanon ClC1=CC=C(C=C1)C1=CC=C(S1)C1(COC1)C(=O)N1CCN(CC1)C